C(C=C)N(CCC#N)CC=C 3-(diallyl-amino)propionitrile